3-(1,1-difluoro-2-oxo-2-((((3aS,4S,6S,7aR)-3a,5,5-trimethylhexahydro-4,6-methanobenzo[d][1,3,2]dioxaborol-2-yl)methyl)amino)ethyl)-4-fluoro-N-(4-fluoro-3-methylphenyl)benzamide FC(C(NCB1O[C@@]2([C@H](O1)C[C@H]1C([C@@H]2C1)(C)C)C)=O)(F)C=1C=C(C(=O)NC2=CC(=C(C=C2)F)C)C=CC1F